1-(4-fluorobenzyl)-5-(3-hydroxypropyl)-3-(4-(methylsulfonyl)piperazin-1-yl)pyrazin-2(1H)-one FC1=CC=C(CN2C(C(=NC(=C2)CCCO)N2CCN(CC2)S(=O)(=O)C)=O)C=C1